NC1CN(CC(C1O)C)C1=C2C(=NC=C1NC(=O)C1=NC(=C(C=C1)F)C1=C(C=C(C=C1F)COC)F)C(CC2)O N-{4-[3-amino-4-hydroxy-5-methylpiperidin-1-yl]-7-hydroxy-6,7-dihydro-5H-cyclopenta[b]pyridin-3-yl}-6-[2,6-difluoro-4-(methoxymethyl)phenyl]-5-fluoropyridine-2-carboxamide